N-(3-(4-amino-3-(4-((5-fluoro-2-methoxybenzamido)methyl)phenyl)-1H-pyrazolo[3,4-d]pyrimidin-1-yl)butyl)-N-methyl-1H-1,2,4-triazole-1-carboxamide NC1=C2C(=NC=N1)N(N=C2C2=CC=C(C=C2)CNC(C2=C(C=CC(=C2)F)OC)=O)C(CCN(C(=O)N2N=CN=C2)C)C